[N+](=O)([O-])C1=CC=C2CCC3(C2=C1)SCCS3 6'-Nitro-2',3'-dihydrospiro[1,3-dithiolane-2,1'-indene]